FC(C1=CC=C(C=C1)C1CCC2=CCCN12)(F)F 3-(4-(trifluoromethyl)phenyl)tetrahydro-1H-pyrrolizine